ClC=1C=CC2=C(C(C=C(O2)C(=O)NC23C[C@@H](C(CC2)(CC3)NC(=O)C3CC(C3)OC(F)(F)F)O)=O)C1 6-chloro-N-[(3S)-3-hydroxy-4-{[(1s,3R)-3-(trifluoromethoxy)cyclobutane-1-carbonyl]amino}bicyclo[2.2.2]octan-1-yl]-4-oxo-4H-1-benzopyran-2-carboxamide